(S)-6-methoxychroman-4-amine HCl Cl.COC=1C=C2[C@H](CCOC2=CC1)N